benzyl 2-(4-(((S)-2-hydroxy-1-phenylethyl) amino)-6-((1-methyl-3-oxo-2,3-dihydro-1H-pyrazolo[3,4-b]pyridin-6-yl) amino) pyridin-3-yl)-3-oxa-1,7-diazaspiro[4.4]non-1-ene-7-carboxylate OC[C@H](C1=CC=CC=C1)NC1=C(C=NC(=C1)NC1=CC=C2C(=N1)N(NC2=O)C)C2=NC1(CO2)CN(CC1)C(=O)OCC1=CC=CC=C1